C(#N)[C@H](CC1=CC(=C(C=C1)C=1C=CC2=C(N(C(O2)=O)C)C1)F)NC(=O)C1OCCCNC1 N-((S)-1-cyano-2-(3-fluoro-4-(3-methyl-2-oxo-2,3-dihydrobenzo[d]oxazole-5-yl)phenyl)ethyl)-1,4-oxazepane-2-carboxamide